FC1=CC=C2C=C(N=C(C2=C1)OC)C1=CC(CC1)=O 3-(7-fluoro-1-methoxyisoquinolin-3-yl)cyclopent-2-en-1-one